1-(furan-2-yl)prop-2-en-1-one O1C(=CC=C1)C(C=C)=O